7-(4-(chloromethyl)benzyl)-7H-pyrrolo[2,3-H]Quinazolin-2-amine ClCC1=CC=C(CN2C=CC=3C2=CC=C2C=NC(=NC32)N)C=C1